C(C1=CC=CC=C1)OC(=O)C=1C(NC2=NC=C(C=C2C1O)Br)=O.ClC1=CC=C(C=N1)CCC(=O)N (6-chloro-3-pyridinyl)methyl-acetamide benzyl-6-bromo-4-hydroxy-2-oxo-1,2-dihydro-1,8-naphthyridine-3-carboxylate